6-fluoro-4-(4-fluorophenyl)-N-((1-methylazetidin-3-yl)methyl)-3,4-dihydroquinoxaline-1(2H)-carboxamid FC=1C=C2N(CCN(C2=CC1)C(=O)NCC1CN(C1)C)C1=CC=C(C=C1)F